tert-butyl (2S,3S)-3-(chlorocarbonyl)-2-methylpyrrolidine-1-carboxylate ClC(=O)[C@@H]1[C@@H](N(CC1)C(=O)OC(C)(C)C)C